Tetramethyl-Tetraphenyl-Trisiloxane C[Si](O[Si](O[Si](C1=CC=CC=C1)(C1=CC=CC=C1)C1=CC=CC=C1)(C1=CC=CC=C1)C)(C)C